SCCC(=O)O.SCCC(=O)O.OCSCO Hydroxymethyl thioether bis(3-mercaptopropionate)